C(C1=CC=CC=C1)O[C@@H]1C[C@H](N(C1)C([C@H](C(C)(C)C)NC(=O)C1=CC2=C(S1)C=CC(=C2)C(F)(F)P(O)(O)=O)=O)C(=O)N2CC1=CC=CC=C1C2 ((2-(((S)-1-((2S,4R)-4-(benzyloxy)-2-(isoindoline-2-carbonyl)pyrrolidin-1-yl)-3,3-dimethyl-1-oxobutan-2-yl)carbamoyl)benzo[b]thiophen-5-yl)difluoromethyl)phosphonic acid